2-((1r,4S)-4-ethoxycyclohexylamino)-4-((S)-tetrahydrofuran-3-ylamino)pyrimidine-5-carboxamide C(C)OC1CCC(CC1)NC1=NC=C(C(=N1)N[C@@H]1COCC1)C(=O)N